OC(C=CC=CCC=CCC=CCC=CCCCCCCCCCCCCC(=O)[O-])CC=CCC 27-hydroxydotriaconta-14,17,20,23,25,29-hexaenoate